N1(CCCCC1)C=1N(CCN1)C(CCC)=O 1-(2-(piperidin-1-yl)-4,5-dihydro-1H-imidazol-1-yl)butan-1-one